tert-butyl(2-((2-((tert-butyldimethylsilyl)oxy)ethyl)amino)ethyl)(methyl)carbamate C(C)(C)(C)OC(N(C)CCNCCO[Si](C)(C)C(C)(C)C)=O